N-[4-chloro-3-({1-[4-(trifluoromethyl)phenyl]-1H-indazol-4-yl}carbamoyl)benzyl]furan-2-carboxamide ClC1=C(C=C(CNC(=O)C=2OC=CC2)C=C1)C(NC1=C2C=NN(C2=CC=C1)C1=CC=C(C=C1)C(F)(F)F)=O